4-(3-((7-fluoro-5-(piperidin-4-yl)-5H-pyrrolo[2,3-b]pyrazin-3-yl)amino)-1H-pyrazol-5-yl)-2H-pyrido[3,2-b][1,4]oxazin-3(4H)-one FC1=CN(C2=NC(=CN=C21)NC2=NNC(=C2)N2C1=C(OCC2=O)C=CC=N1)C1CCNCC1